NC1=C(C=C(C=N1)C1=C(C=C(C=C1OC)C(=O)N1C(CNCC1)(C)C)OC)OC(C)C1=C(C(=CC=C1Cl)F)Cl (4-{6-amino-5-[1-(2,6-dichloro-3-fluoro-phenyl)-ethoxy]-pyridin-3-yl}-3,5-dimethoxy-phenyl)-(dimethyl-piperazin-1-yl)-methanone